(3S,11aR)-N-(1-(2,4-difluorophenyl)cyclopropyl)-6-hydroxy-3-methyl-5,7-dioxo-2,3,5,7,11,11a-hexahydrooxazolo[3,2-a]pyrido[1,2-d]pyrazine-8-carboxamide FC1=C(C=CC(=C1)F)C1(CC1)NC(=O)C=1C(C(=C2N(C[C@@H]3N(C2=O)[C@H](CO3)C)C1)O)=O